3,4,4-trimethyl-2-oxetanone CC1C(OC1(C)C)=O